C(CCCCCCCCCCCCCCCCC)(=O)OCC(COC(CCCCCCCCCCCCCCCCC)=O)(COC(CCCCCCCCCCCCCCCCC)=O)CO mono-pentaerythritol tristearate